NC1=NC=C2N(C(N(C2=N1)[C@@H]1O[C@@H]([C@H]([C@H]1O)F)CO)=O)C[C@H]1[C@@H](C1)C(=O)O (1R,2R)-2-((2-amino-9-((2R,3S,4S,5R)-4-fluoro-3-hydroxy-5-(hydroxymethyl)tetrahydrofuran-2-yl)-8-oxo-8,9-dihydro-7H-purin-7-yl)methyl)cyclopropane-1-carboxylic acid